9-methyl-3,4,7,15-tetraazatricyclo[12.3.1.02,6]Octadecan-1(18),2(6),4,14,16-pentaen-8-one trifluoroacetate salt FC(C(=O)O)(F)F.CC1C(NC=2C=NNC2C=2C=CN=C(CCCC1)C2)=O